C(#N)C=1C=C(C=NC1)S(=O)(=O)N(C(C(F)(F)F)C=1C=C(C=CC1)C)CC 5-Cyano-N-ethyl-N-(2,2,2-trifluoro-1-(m-tolyl)ethyl)pyridine-3-sulfonamide